1-(4-(1-cyclopropyl-4-(trifluoromethyl)-1H-imidazol-2-yl)phenyl)ethan-1-one C1(CC1)N1C(=NC(=C1)C(F)(F)F)C1=CC=C(C=C1)C(C)=O